(2S)-N-(5-chloropyridin-2-yl)-2-(3-(5-cyano-6-hydroxypyridin-3-yl)piperidin-1-yl)propionamide ClC=1C=CC(=NC1)NC([C@H](C)N1CC(CCC1)C=1C=NC(=C(C1)C#N)O)=O